(3R,4S)-1-methylpyrrolidine-3,4-diylbis(4-methylbenzene-1-sulfonate) CN1C[C@H]([C@H](C1)C1=C(C=CC(=C1)C)S(=O)(=O)[O-])C1=C(C=CC(=C1)C)S(=O)(=O)[O-]